CS(=O)(=O)OC1=C(C=C(C(=C1)[N+](=O)[O-])F)C(OC)OC 2-(dimethoxymethyl)-4-fluoro-5-nitrophenyl methanesulfonate